NC(C(=O)O)CCC1=CC=C(C=C1)C 2-Amino-4-(p-tolyl)butanoic acid